C1(CC1)CCN(C1=C2CN(C(C2=CC=C1)=O)C1C(NC(CC1)=O)=O)CC1CCN(CC1)C(=O)OC(C)(C)C tert-butyl 4-(((2-cyclopropylethyl)(2-(2,6-dioxopiperidin-3-yl)-1-oxoisoindolin-4-yl)amino)methyl)piperidine-1-carboxylate